4-bromo-2,5-difluoronitrobenzene C1=C(C(=CC(=C1F)Br)F)[N+](=O)[O-]